6-[(5-chloro-3-ethoxy-2-pyridyl)oxy]-3-methyl-N-(3-methyl-1,1-dioxo-thietan-3-yl)imidazo[1,2-a]pyridine-2-carboxamide ClC=1C=C(C(=NC1)OC=1C=CC=2N(C1)C(=C(N2)C(=O)NC2(CS(C2)(=O)=O)C)C)OCC